tert-Butyl 4-((4'-((5-(3-carbamoyl-5-methyl-1H-pyrazol-1-yl)-1H-indol-1-yl)methyl)-[1,1'-biphenyl]-4-yl)methyl)piperazine-1-carboxylate C(N)(=O)C1=NN(C(=C1)C)C=1C=C2C=CN(C2=CC1)CC1=CC=C(C=C1)C1=CC=C(C=C1)CN1CCN(CC1)C(=O)OC(C)(C)C